C(CCCCC)O[C@@H](C)C=1C(=C(C=CC1)C=1N=C(SC1)N)OC (S)-4-(3-(1-(hexyloxy)ethyl)-2-methoxyphenyl)thiazol-2-amine